Stearamidopropyldimethyl-2-hydroxyethylammonium nitrate [N+](=O)([O-])[O-].C(CCCCCCCCCCCCCCCCC)(=O)NCCC[N+](CCO)(C)C